Methyl-5-(5-{(1S)-1-[3-Cyclopropyl-5-(trifluoromethoxy)benzamido]ethyl}-1H-1,2,4-triazol-1-yl)pyrazin CC1=NC=C(N=C1)N1N=CN=C1[C@H](C)NC(C1=CC(=CC(=C1)OC(F)(F)F)C1CC1)=O